FC(C(=O)O)(F)F.CC(C(=O)N1[C@@H](CNCC1)C)CC 2-methyl-1-((R)-2-methylpiperazin-1-yl)butan-1-one trifluoroacetate